COC(=O)C1=CC=C2C(=N1)C(CN2C2CCCC2)(C)C 1-cyclopentyl-3,3-dimethyl-2,3-dihydro-1H-pyrrolo[3,2-b]pyridine-5-carboxylic acid methyl ester